CHROMANAMIDIN O1C(CCC2=CC=CC=C12)C(=N)N